tert-butyl (tert-butoxycarbonyl)(1-cyano-2-(3-(4-cyanophenyl)bicyclo[1.1.1]pentan-1-yl)ethyl)carbamate C(C)(C)(C)OC(=O)N(C(OC(C)(C)C)=O)C(CC12CC(C1)(C2)C2=CC=C(C=C2)C#N)C#N